5-(5-((3,6-difluoro-4-oxo-4,5-dihydropyrazolo[1,5-a]quinoxalin-7-yl)methyl)-5,6-dihydropyrrolo[3,4-c]pyrazol-2(4H)-yl)-N-methylpicolinamide FC=1C=NN2C1C(NC1=C(C(=CC=C21)CN2CC1=NN(C=C1C2)C=2C=CC(=NC2)C(=O)NC)F)=O